NC1=CC(=NC=N1)C1=NC(=CC(=C1)C1COCCN1C(C=C)=O)Cl 1-(3-(2-(6-aminopyrimidin-4-yl)-6-chloropyridin-4-yl)morpholino)prop-2-en-1-one